CC=1C(=NC(=NC1)NC=1C=CC(=C(C(=O)OC)C1)B1OC(C(O1)(C)C)(C)C)NC1CC(CCC1)C methyl 5-((5-methyl-4-((3-methylcyclohexyl)amino)pyrimidin-2-yl)amino)-2-(4,4,5,5-tetramethyl-1,3,2-dioxaborolan-2-yl)benzoate